2-isocyanatomethyl-2-(3-isocyanatopropyl)-5-isocyanatomethyl-bicyclo-[2.2.1]-heptane N(=C=O)CC1(C2CC(C(C1)C2)CN=C=O)CCCN=C=O